4-((1-(tert-butyl)-1H-tetrazol-5-yl)(4-(3-chloro-5-(trifluoromethyl)pyridin-2-yl)piperazin-1-yl)methyl)quinoline C(C)(C)(C)N1N=NN=C1C(C1=CC=NC2=CC=CC=C12)N1CCN(CC1)C1=NC=C(C=C1Cl)C(F)(F)F